N[C@H](C(=O)N1[C@@H](CCC1)C(=O)O)CC(=O)OC(C)(C)C (2S)-1-[(2S)-2-amino-4-tert-butoxy-4-oxobutanoyl]pyrrolidine-2-carboxylic acid